N1=C(C=CC=C1)[C@@H](C)N (1R)-1-(2-pyridyl)ethylamine